S(=O)(=O)(O)CCCCOCCCCS(=O)(=O)O Sulfo-ButylEther